COC([C@@H](NC(C1=CC=C(C=C1)[N+](=O)[O-])=O)C)=O (4-Nitrobenzoyl)-L-alanine methyl ester